7-((2,2-Diphenyl-7-((3-(2-(trifluoromethyl)phenethyl)-1H-pyrazole-5-carbonyl)oxy)benzo[d][1,3]dioxole-5-carbonyl)oxy)-2,2-diphenylbenzo[d][1,3]dioxole-5-carboxylic acid C1(=CC=CC=C1)C1(OC2=C(O1)C(=CC(=C2)C(=O)OC2=CC(=CC1=C2OC(O1)(C1=CC=CC=C1)C1=CC=CC=C1)C(=O)O)OC(=O)C1=CC(=NN1)CCC1=C(C=CC=C1)C(F)(F)F)C1=CC=CC=C1